((6-(4-(((2,5-dioxopyrrolidin-1-yl)oxy)carbonyl)phenyl)-1,2,4,5-tetrazin-3-yl)methyl)phosphonic Acid O=C1N(C(CC1)=O)OC(=O)C1=CC=C(C=C1)C1=NN=C(N=N1)CP(O)(O)=O